2-(4,6-dimethylpyrazolo[1,5-a]pyrazin-2-yl)-7-[(3R)-4-(2-hydroxyethyl)-3-methylpiperazin-1-yl]-9-methyl-4H-pyrido[1,2-a]pyrimidin-4-one CC=1C=2N(C=C(N1)C)N=C(C2)C=2N=C1N(C(C2)=O)C=C(C=C1C)N1C[C@H](N(CC1)CCO)C